4-(4-iodo-6-methoxypyridin-2-yl)piperazine IC1=CC(=NC(=C1)OC)N1CCNCC1